C1C(=CCC2=CC=CC=C12)C(=O)SCCNC(CCNC([C@@H](C(COP(OP(OC[C@@H]1[C@H]([C@H]([C@@H](O1)N1C=NC=2C(N)=NC=NC12)O)OP(=O)(O)O)(=O)O)(=O)O)(C)C)O)=O)=O 1,4-dihydro-2-naphthaloyl-CoA